tert-Butyl (3-bromopropyl)(tert-butoxycarbonyl)carbamate BrCCCN(C(OC(C)(C)C)=O)C(=O)OC(C)(C)C